methyl 3-cyclopropylpropionate C1(CC1)CCC(=O)OC